1-(3-chlorobenzyl)-3-methyl-6-nitro-3,4-dihydroquinazolin-2(1H)-one ClC=1C=C(CN2C(N(CC3=CC(=CC=C23)[N+](=O)[O-])C)=O)C=CC1